(R)-(3-(2-((1-cyclopropyl-2-hydroxyethyl)amino)-5-(trifluoromethyl)pyrimidin-4-yl)-1H-indol-7-yl)dimethylphosphine oxide C1(CC1)[C@H](CO)NC1=NC=C(C(=N1)C1=CNC2=C(C=CC=C12)P(C)(C)=O)C(F)(F)F